ClC1=CC(=C(C2=C1C[C@H](OC2=O)C)O)C(=O)N[C@H](C(=O)O)CC2=CC=CC=C2 (2S)-2-{[(3R)-5-chloro-8-hydroxy-3-methyl-1-oxo-3,4-dihydro-1H-2-benzopyran-7-carbonyl]amino}-3-phenylpropanoic acid